ClC1=NC=CC(=C1)CN1CC[C@@H](N2C1=NC(=CC2=O)N2[C@@H](COCC2)C)C(F)(F)F (R)-9-(2-Chloro-pyridin-4-ylmethyl)-2-((R)-3-methyl-morpholin-4-yl)-6-trifluoromethyl-6,7,8,9-tetrahydro-pyrimido[1,2-a]-pyrimidin-4-one